3-(3,5-Di-Tert-Butyl-4-Hydroxy-Phenyl)-2-(Hexane-1-Sulfonyl)-Acrylonitrile C(C)(C)(C)C=1C=C(C=C(C1O)C(C)(C)C)C=C(C#N)S(=O)(=O)CCCCCC